1-(3,5,5,6,8,8-hexamethyl-5,6,7,8-tetrahydro-naphthalen-2-yl)ethanone CC=1C(=CC=2C(CC(C(C2C1)(C)C)C)(C)C)C(C)=O